S(=O)(=O)(O)C1=C(C(=O)O)C(=CC(=C1C(=O)O)C)C.[Na] sodium sulfodimethylisophthalic acid